N-(3-(((2-((4-(4-(3-((2,6-dioxopiperidin-3-yl)amino)benzyl)piperazin-1-yl)phenyl)amino)-5-(trifluoromethyl)pyrimidin-4-yl)amino)methyl)pyrazin-2-yl)-N-methylmethanesulfonamide O=C1NC(CCC1NC=1C=C(CN2CCN(CC2)C2=CC=C(C=C2)NC2=NC=C(C(=N2)NCC=2C(=NC=CN2)N(S(=O)(=O)C)C)C(F)(F)F)C=CC1)=O